N[C@@H]1CN(CC[C@H]1F)C1=NC2=C(N1CC(=O)N1CC(CCC1)C(=O)N(C)C)C=C(C(=C2)F)F 1-(2-(2-((3R,4R)-3-Amino-4-fluoropiperidin-1-yl)-5,6-difluoro-1H-benzo[d]imidazol-1-yl)acetyl)-N,N-dimethylpiperidin-3-carboxamid